C(C1CO1)NCC1=CC=CC=C1 glycidylaminotoluene